2-(methylacryloyloxy)ethylphosphonic acid dimethyl ester COP(OC)(=O)CCOC(C=CC)=O